CN1N=C(C2=CC=C(C=C12)C1C(CNCC1)C)N1C(NC(CC1)=O)=O 1-(1-methyl-6-(3-methylpiperidin-4-yl)-1H-indazol-3-yl)dihydropyrimidine-2,4(1H,3H)-dione